1-Bromo-3-Chlorobenzol BrC1=CC(=CC=C1)Cl